S1C=CC2=C1CNCCC2 5,6,7,8-tetrahydro-4H-thieno[2,3-c]azepine